C(C)(C)(C)OC(=O)N1CCC(CC1)N1N=CC(=C1)C=1C=CC2=C(N(C=[N+]2CC)CC)C1 6-(1-{1-[(tert-butoxy)carbonyl]piperidin-4-yl}-1H-pyrazol-4-yl)-1,3-diethyl-1H-1,3-benzodiazol-3-ium